CN1CCN(CC1)CCC(=O)OCCOCCOCCOCCOCC(COCCCCCCCC(=O)OC\C=C/CCCCCC)OCCCCCCCC(=O)OC\C=C/CCCCCC [(Z)-non-2-enyl] 8-[3-[2-[2-[2-[2-[3-(4-methylpiperazin-1-yl)propanoyloxy]ethoxy]ethoxy]ethoxy]ethoxy]-2-[8-[(Z)-non-2-enoxy]-8-oxo-octoxy]propoxy]octanoate